C(C)(C)(C)OC1=C(C=CC=C1)OC(C)(C)C 1,2-di-tert-butoxybenzene